(7-(trifluoromethyl)-4,5,6,7-tetrahydrobenzo[d]thiazol-2-yl)methanol FC(C1CCCC=2N=C(SC21)CO)(F)F